OC1=CC2=C(N=CO2)C=C1C(=O)OC methyl 6-hydroxy-1,3-benzoxazole-5-carboxylate